N1N=NC2=C1C=CC(=C2)CN2C(C1=CC=CC=C1C2CC2=C(C(=NN2C)OCCOC)Cl)=O 2-((1H-benzo[d][1,2,3]triazol-5-yl)methyl)-3-((4-chloro-3-(2-methoxyethoxy)-1-methyl-1H-pyrazol-5-yl)methyl)isoindolin-1-one